3-methyl-5-(N-(2-chloro-4-fluorobenzyl)-N-phenethylsulfamoyl)benzofuran-2-carboxylic acid CC1=C(OC2=C1C=C(C=C2)S(N(CCC2=CC=CC=C2)CC2=C(C=C(C=C2)F)Cl)(=O)=O)C(=O)O